magnesium-silicon-nickel [Ni].[Si].[Mg]